O[C@H](CO)C1=C2C(=NC=C1)N(N=C2CNC(C=C)=O)C2=CC=C(C=C2)OC(F)(F)F (S)-N-((4-(1,2-dihydroxyethyl)-1-(4-(trifluoromethoxy)phenyl)-1H-pyrazolo[3,4-b]pyridin-3-yl)methyl)acrylamide